[5-[1-[(2,4-Dimethoxyphenyl)methylamino]-4-methylphthalazin-6-yl]-2-fluoro-4-methoxyphenyl]boronic acid COC1=C(C=CC(=C1)OC)CNC1=NN=C(C2=CC(=CC=C12)C=1C(=CC(=C(C1)B(O)O)F)OC)C